2,2-dimethyl-1-(6-{[1-methyl-4-(6-methylpyridin-3-yl)-1H-1,2,3-triazol-5-yl]methoxy}-1,2,3,4-tetrahydro-2,7-naphthyridin-2-yl)propan-1-one CC(C(=O)N1CC2=CN=C(C=C2CC1)OCC1=C(N=NN1C)C=1C=NC(=CC1)C)(C)C